ClC1=CC(=C(C=C1)CNCC(OC)OC)C N-[(4-chloro-2-methyl-phenyl)methyl]-2,2-dimethoxy-ethanamine